2-[4-(benzyloxy)-7-methyl-1H-indol-3-yl]-N,N-dimethylglyoxylamide C(C1=CC=CC=C1)OC1=C2C(=CNC2=C(C=C1)C)C(C(=O)N(C)C)=O